(-)-calcium hydroxycitrate OC(C(=O)[O-])C(O)(C(=O)[O-])CC(=O)[O-].[Ca+2].OC(C(=O)[O-])C(O)(C(=O)[O-])CC(=O)[O-].[Ca+2].[Ca+2]